ethyl 5-((benzyloxy) methyl)-4H-1,2,4-triazole-3-carboxylate C(C1=CC=CC=C1)OCC=1NC(=NN1)C(=O)OCC